CS(=O)(=O)C1=CC(=C(C(=O)C2C(CCCC2=O)=O)C=C1)[N+](=O)[O-] 2-(4-(methylsulfonyl)-2-nitrobenzoyl)cyclohexane-1,3-dione